N-(2-(5-chloro-2-(cyclopropanesulfonylamino)thiazol-4-yl)propan-2-yl)-5-(6-ethoxypyrazin-2-yl)pyridinecarboxamide ClC1=C(N=C(S1)NS(=O)(=O)C1CC1)C(C)(C)NC(=O)C1=NC=C(C=C1)C1=NC(=CN=C1)OCC